3-(hydroxymethyl)-3-phenethylazetidine-1-carboxylic acid tert-butyl ester C(C)(C)(C)OC(=O)N1CC(C1)(CCC1=CC=CC=C1)CO